NC=1N=C(SC1C(=O)C1=CC(=C(C=C1)OC)OC)NC1=CC=C(C=C1)OC (4-amino-2-((4-methoxyphenyl)amino)thiazol-5-yl)(3,4-dimethoxyphenyl)methanone